(R)-di-tert-butyl 2-(3-((S)-6-acetamido-1-tert-butoxy-1-oxohexan-2-yl)ureido)pentanedioate C(C)(=O)NCCCC[C@@H](C(=O)OC(C)(C)C)NC(N[C@@H](C(=O)OC(C)(C)C)CCC(=O)OC(C)(C)C)=O